tert-butyl 4-(3-(2-fluoro-3-(methoxymethoxy)-5-(trifluoromethyl)phenyl)-1-(tetrahydro-2H-pyran-2-yl) 1H-pyrazolo[4,3-c]pyridin-6-yl)piperidine-1-carboxylate FC1=C(C=C(C=C1OCOC)C(F)(F)F)C1=NN(C2=C1C=NC(=C2)C2CCN(CC2)C(=O)OC(C)(C)C)C2OCCCC2